1-((3R,5R,8S,9S,10R,13S,14S,17S)-10-Fluoro-3-hydroxy-3,13-dimethylhexadecahydro-1H-cyclopenta[a]phenanthren-17-yl)-2-(1H-pyrazolo[3,4-c]pyridin-1-yl)ethan-1-one F[C@]12[C@H]3CC[C@@]4([C@H](CC[C@H]4[C@@H]3CC[C@@H]2C[C@](CC1)(C)O)C(CN1N=CC=2C1=CN=CC2)=O)C